N[C@@H]1C2=CC(=CC=C2CC12CCN(CC2)C2=CC(N(C(=N2)C)C2=C(C=CC=C2)Cl)=O)C#C (S)-6-(1-amino-6-ethynyl-1,3-dihydrospiro[indene-2,4'-piperidin]-1'-yl)-3-(2-chlorophenyl)-2-methylpyrimidin-4(3H)-one